6-(5-amino-6-chloro-3-fluoropyridin-2-yl)-N2,N4-bis((R)-1,1,1-trifluoroprop-2-yl)-1,3,5-triazine-2,4-diamine NC=1C=C(C(=NC1Cl)C1=NC(=NC(=N1)N[C@@H](C(F)(F)F)C)N[C@@H](C(F)(F)F)C)F